C(C)(C)(C)OC(=O)N1C[C@@H](CCCC1)NC1=C(C(=CC=C1[N+](=O)[O-])F)Cl (R)-3-((2-chloro-3-fluoro-6-nitrophenyl)amino)azepane-1-carboxylic acid tert-butyl ester